FC1=C(C(=O)O)C(=CC(=C1)N1C[C@@H](OCC1)C)F (S)-2,6-difluoro-4-(2-methylmorpholino)benzoic acid